C(C)(C)(C)OC(=O)N1CCN(CC1)C(C)C1=CC=C(C=C1)C1=CN(C=2N=C(N=CC21)NCCC(F)(F)F)[C@@H]2CC[C@H](CC2)O tert-butyl-4-[1-(4-[7-[trans-4-hydroxy-cyclohexyl]-2-[(3,3,3-trifluoro-propyl)amino]-7H-pyrrolo[2,3-d]-pyrimidin-5-yl]-phenyl)ethyl]piperazine-1-carboxylate